FC([C@@H]1[C@](CN(CC1)C)(C)CO)F (3S,4S)-(4-(difluoromethyl)-1,3-dimethylpiperidin-3-yl)methanol